3-methoxy-4-{[3-(4-{[(1R,4R)-4-[bis(2-hydroxyethyl)amino]cyclohexyl]amino}-1-(2,2,2-trifluoroethyl)-1H-indol-2-yl)prop-2-yn-1-yl]amino}benzene-1-sulfonamide COC=1C=C(C=CC1NCC#CC=1N(C2=CC=CC(=C2C1)NC1CCC(CC1)N(CCO)CCO)CC(F)(F)F)S(=O)(=O)N